C(C)OC(=O)C=1SC=CN1.ClC(C(=O)C1=CN(C=C1)C1(CCOCC1)C)(Cl)Cl 2,2,2-trichloro-1-[1-(4-methyltetrahydropyran-4-yl)pyrrol-3-yl]ethanone ethyl-1,3-thiazole-2-carboxylate